(1R,5S,6r)-6-(hydroxymethyl)-3-azabicyclo[3.1.0]hexane-3-carboxylic acid benzyl ester C(C1=CC=CC=C1)OC(=O)N1C[C@H]2C([C@H]2C1)CO